COC=1C=C2C(=CC=NC2=CC1OC)OC1=C(C=C(C=C1)NC1=NN(C=C1C(=O)NC1=CC(=CC=C1)CC)C)F 3-((4-((6,7-dimethoxyquinolin-4-yl)oxy)-3-fluorophenyl)amino)-1-methyl-N-(3-ethylphenyl)-1H-pyrazole-4-carboxamide